S1(NCCCCC1)(=O)=O [1,2]thiazepane 1,1-dioxide